(R or S)-1-(5-(4-amino-6-(trifluoromethyl)nicotinoyl)-2-(4-cyclopropyl-2-hydroxyphenyl)-2,3,4,5,5a,6,8,9-octahydro-7H-1,2,5,7-tetraazabenzo[cd]azulen-7-yl)prop-2-en-1-one NC1=CC(=NC=C1C(=O)N1CCC=2N(N=C3CCN(C[C@H]1C23)C(C=C)=O)C2=C(C=C(C=C2)C2CC2)O)C(F)(F)F |o1:20|